1-(1-aminoprop-2-yl)-7-fluoro-1H-indole-2,6-dicarboxylic acid diethyl ester C(C)OC(=O)C=1N(C2=C(C(=CC=C2C1)C(=O)OCC)F)C(CN)C